COCCN1C(=NC=2C1=NC(=CC2)C=2C=CN1N=C(N=CC12)N[C@@H]1C[C@@H](C1)N)C cis-N1-(5-(3-(2-methoxyethyl)-2-methyl-3H-imidazo[4,5-b]pyridin-5-yl)pyrrolo[2,1-f][1,2,4]triazin-2-yl)cyclobutane-1,3-diamine